FC1=CC(=CC2=CN(N=C12)C)NC(=O)C=1C=CC(=C2C1N=C(S2)OC)N2CC(C2)NC N-(7-fluoro-2-methyl-indazol-5-yl)-2-methoxy-7-[3-(methylamino)azetidin-1-yl]-1,3-benzothiazole-4-carboxamide